ClC=1N=CC2=C(N1)N(C(C21CC1)=O)C=1C=NC(=CC1)OC(C)C 2'-chloro-7'-(6-isopropoxy-3-pyridyl)spiro[cyclopropane-1,5'-pyrrolo[2,3-d]pyrimidine]-6'-one